ClC1=CC(=C(C=C1C1CC1)N(S(=O)(=O)C)C)[N+](=O)[O-] N-(4-chloro-5-cyclopropyl-2-nitrophenyl)-N-methylmethanesulfonic acid Amide